rac-4-((4R,5S)-5-(3,4-difluoro-2-methoxyphenyl)-2,2-dimethyl-1,3-oxathiolane-4-carboxamido)picolinamide FC=1C(=C(C=CC1F)[C@H]1[C@@H](SC(O1)(C)C)C(=O)NC1=CC(=NC=C1)C(=O)N)OC |r|